3-(2-benzyl-1-(2-azabicyclo[2.1.1]hex-5-yl)-6-fluoro-7-(3-hydroxynaphthalen-1-yl)-4-(((S)-1-methylpyrrolidin-2-yl)methoxy)-1H-pyrrolo[3,2-c]quinolin-8-yl)propionitrile C(C1=CC=CC=C1)C1=CC=2C(=NC=3C(=C(C(=CC3C2N1C1C2CNC1C2)CCC#N)C2=CC(=CC1=CC=CC=C21)O)F)OC[C@H]2N(CCC2)C